C[C@@H]1N(CC[C@@H](C1)C)C(=O)C=1C2=C(SC1NC(C1=CN=CC=C1)=O)C(CCC2)O N-(3-((2S,4S)-2,4-dimethylpiperidine-1-carbonyl)-7-hydroxy-4,5,6,7-tetrahydrobenzo[b]thiophen-2-yl)nicotinamide